ClC1=NC=C(C=C1)CN1/C(/NCC1)=C(\C=C\C=1SC(=CC1)C)/[N+](=O)[O-] 2-chloro-5-(((E)-2-((E)-3-(5-methylthiophene-2-yl)-1-nitroallylidene)imidazolidin-1-yl)methyl)pyridine